C(#N)CC1(CN(C1)C1CCN(CC1)C(=O)OCC1CCC1)N1N=CC(=C1)C=1C2=C(N=CN1)NC=C2 cyclobutylmethyl 4-{3-(cyanomethyl)-3-[4-(7H-pyrrolo[2,3-d]pyrimidin-4-yl)-1H-pyrazol-1-yl]azetidin-1-yl}piperidine-1-carboxylate